heptanetetraol C(C(CCCCC)O)(O)(O)O